tert-butyl (S)-3-methyl-4-(4-((3-methyl-4-((1-methyl-1H-benzo[d][1,2,3]triazol-5-yl)oxy)phenyl)amino)pyrido[3,2-d]pyrimidin-6-yl)piperazine-1-carboxylate C[C@H]1CN(CCN1C=1C=CC=2N=CN=C(C2N1)NC1=CC(=C(C=C1)OC1=CC2=C(N(N=N2)C)C=C1)C)C(=O)OC(C)(C)C